(((1R,4R)-4-((5-(methylthio)pyrimidin-2-yl)amino)cyclopent-2-en-1-yl)amino)-2H-[1,3'-bipyridin]-2-one CSC=1C=NC(=NC1)N[C@H]1C=C[C@@H](C1)NC=1C(N(C=CC1)C=1C=NC=CC1)=O